FC1=C(OC2=C(C(=O)N)C=CC=N2)C=CC(=C1)CC(=O)NC=1SC(=C(N1)C1=CC=NC=C1)C 2-(2-fluoro-4-(2-((5-methyl-4-(pyridin-4-yl)thiazol-2-yl)amino)-2-oxoethyl)phenoxy)nicotinamide